N-methyl-2-[3-(trifluoromethyl)phenyl]histamine CNCCC1=CNC(=N1)C1=CC(=CC=C1)C(F)(F)F